2-(6-(5-chloro-2-((oxacyclohex-4-yl)amino)pyrimidin-4-yl)-1-oxoisoindolin-2-yl)-3-hydroxypropionic acid ClC=1C(=NC(=NC1)NC1CCOCC1)C1=CC=C2CN(C(C2=C1)=O)C(C(=O)O)CO